(1R,2S)-2-((S)-5H-Imidazo[5,1-a]isoindol-5-yl)cyclopentan-1-ol C=1N=CN2C1C1=CC=CC=C1[C@@H]2[C@H]2[C@@H](CCC2)O